(S)-2-(dimethylamino)-3-(4-(4-(1-(pentan-3-yl)-1H-pyrazol-4-yl)pyrazolo[1,5-a]pyrazin-6-yl)-1H-pyrazol-1-yl)propan-1-ol CN([C@H](CO)CN1N=CC(=C1)C=1N=C(C=2N(C1)N=CC2)C=2C=NN(C2)C(CC)CC)C